5-(benzyloxy)-3-bromo-2-(4-hydroxy-2-methylbutan-2-yl)phenol C(C1=CC=CC=C1)OC=1C=C(C(=C(C1)O)C(C)(CCO)C)Br